O1CC12CN(C2)C(=O)OCC2=CC=CC=C2 benzyl 1-oxa-5-azaspiro[2.3]hexane-5-carboxylate